COC1=CC=C(C=C1)C(CC(=O)C1=C(C=CC=C1)OC)CC(=O)C1=C(C=CC=C1)OC 3-(4-methoxyphenyl)-1,5-bis(2-methoxyphenyl)-1,5-pentanedione